N-(3-methoxybenzyl)-N-(3-(pyrrolidin-1-yl)benzyl)pyridin-4-amine COC=1C=C(CN(C2=CC=NC=C2)CC2=CC(=CC=C2)N2CCCC2)C=CC1